FC1=C(OC2CCN(CC2)C=2N=C3C(=NC2C=2C=NN(C2)C)C=NC(=C3)C=O)C=CC(=C1)F 2-(4-(2,4-difluorophenoxy)piperidin-1-yl)-3-(1-methyl-1H-pyrazol-4-yl)pyrido[3,4-b]pyrazine-7-carbaldehyde